(S)-1-(3-(difluoromethyl)-4-fluorophenyl)-5,5-difluoro-4-hydroxy-4,5,6,7-tetrahydro-1H-indole-3-carboxamide FC(C=1C=C(C=CC1F)N1C=C(C=2[C@@H](C(CCC12)(F)F)O)C(=O)N)F